COC=1C=C2C[C@H](C2=CC1OC)CN(CCCC1C(NC2=C(C=C1)C=CC=C2)=O)C 3-[3-[[[(7R)-3,4-dimethoxybicyclo[4.2.0]oct-1,3,5-trien-7-yl]methyl]methylamino]propyl]-1,3-dihydro-2H-benzazepin-2-one